C[Si](OC)(OC)CCCN=C=O methyl-(3-isocyanatopropyl)dimethoxysilane